FC=1C(=C(C(=CC1)F)C=1C(=CNC1)C(=O)OC)C methyl 4-(3,6-difluoro-2-methylphenyl)-1H-pyrrole-3-carboxylate